C(C(C)C)(=O)N1[C@@H](CN(C[C@@H]1C(NCC1=CC=C(C=C1)C1=NC=CC=N1)=O)C(=O)OC(C)(C)C)C tert-butyl (3R,5R)-4-isobutyryl-3-methyl-5-((4-(pyrimidin-2-yl)benzyl)carbamoyl)piperazine-1-carboxylate